O[C@@H](CNC1=NC(=CC(=C1)C=1C=C(C=CC1C)NC(=O)N1C[C@@H](CC1)CC(F)(F)F)C1CCOCC1)C (S)-N-(3-(2-(((R)-2-hydroxypropyl)amino)-6-(tetrahydro-2H-pyran-4-yl)pyridin-4-yl)-4-methylphenyl)-3-(2,2,2-trifluoroethyl)pyrrolidine-1-carboxamide